IC1=C(C=C(C=C1C)C(C)C)O 2-iodo-5-isopropyl-3-methyl-phenol